methyl 6-(4,4-difluoro-3-methylpiperidin-1-yl)-3-iodo-2-methylbenzoate FC1(C(CN(CC1)C1=CC=C(C(=C1C(=O)OC)C)I)C)F